1-(2,2-Difluoroethyl)-N-((1,2,3,5,6,7-hexahydro-s-indacen-4-yl)carbamoyl)-1H-pyrazole-3-sulfonamide, sodium salt [Na].FC(CN1N=C(C=C1)S(=O)(=O)NC(NC1=C2CCCC2=CC=2CCCC12)=O)F